ClC1=C(C(=CC=C1)Cl)C=1C=CC(=NC1)CNC(OC(C)(C)C)=O tert-butyl ((5-(2,6-dichlorophenyl)pyridin-2-yl)methyl)carbamate